N1=C(N=CC(=C1)C1C(C1C1=CC(=C(C(=C1)OC)F)F)C(=O)OCC)C1=NC=CC=N1 trans-ethyl 2-([2,2'-bipyrimidin]-5-yl)-3-(3,4-difluoro-5-methoxyphenyl)cyclopropane-1-carboxylate